1-propoxy-10H-benzo[b]indeno[2,1-d]thiophen-10-one C(CC)OC1=C2C(C=3C4=C(SC3C2=CC=C1)C=CC=C4)=O